dimethyl bicyclo[2.2.1]hept-2,5-diene-2,3-dicarboxylate C12C(=C(C(C=C1)C2)C(=O)OC)C(=O)OC